1'-{2-[(2-methanesulfonyl-1,2,3,4-tetrahydroisoquinolin-6-yl)oxy]ethyl}-1-methyl-1,2-dihydrospiro[indole-3,4'-piperidin]-2-one CS(=O)(=O)N1CC2=CC=C(C=C2CC1)OCCN1CCC2(CC1)C(N(C1=CC=CC=C12)C)=O